ClC1=C(C=C(C=C1)C(=O)N1CCC(CC1)(F)C1=CC=C(C=C1)C#N)NC(=O)N[C@H]1COCC1 (R)-1-(2-chloro-5-(4-(4-cyanophenyl)-4-fluoropiperidine-1-carbonyl)phenyl)-3-(tetrahydrofuran-3-yl)urea